2-bromo-2-(4-bromo-3-fluorophenyl)acetic acid methyl ester COC(C(C1=CC(=C(C=C1)Br)F)Br)=O